O[C@@]1(C(N(CC1)C)=O)C1=CC(=NO1)C=1C=C(C=CC1)C1=NC=C(C(=N1)C(=O)N)NC=1C=NN(C1)CC(F)(F)F (R)-2-(3-(5-(3-Hydroxy-1-methyl-2-oxopyrrolidin-3-yl)isoxazol-3-yl)phenyl)-5-((1-(2,2,2-trifluoroethyl)-1H-pyrazol-4-yl)amino)pyrimidine-4-carboxamide